6-acetyl-2-chloro-8-methylisoindolo[1,2-b]quinazolin-10(12H)-one C(C)(=O)C1=CC(=CC=2C(N3C(=NC12)C1=CC=C(C=C1C3)Cl)=O)C